3-(benzyloxy)-1-{1,4-dioxaspiro[4.5]dec-8-yl}-1H-pyrazole-4-carboxylic acid ethyl ester C(C)OC(=O)C=1C(=NN(C1)C1CCC2(OCCO2)CC1)OCC1=CC=CC=C1